iron sulfoselenide S(=O)(=O)(O)[Se]S(=O)(=O)O.[Fe]